trans-3-ethoxycarbonylcyclopentanecarboxylic acid C(C)OC(=O)[C@@H]1C[C@H](CC1)C(=O)O